2-[(8-bromo-2-ethyl-6-methylquinazolin-4-yl)amino]ethan-1-ol BrC=1C=C(C=C2C(=NC(=NC12)CC)NCCO)C